C1(CC1)SC1=CC=C(C=C1)C1C[C@@]2(C(CC[C@H]2[C@@H]2CC[C@]3(CC4(OCCO4)CCC3=C12)O)=O)C (5R,8S,13S,14S)-11-(4-(cyclopropylthio)phenyl)-5-hydroxy-13-methyl-1,4,5,6,7,8,11,12,13,14,15,16-dodecahydrospiro[cyclopenta[a]phenanthrene-3,2'-[1,3]dioxolan]-17(2H)-one